2-((perfluoropropan-2-yl)thio)benzo[d]isothiazol-3(2H)-one 1,1-dioxide FC(C(C(F)(F)F)(SN1S(C2=C(C1=O)C=CC=C2)(=O)=O)F)(F)F